CN(C(=O)C1CN(C1)CC=1N=NC(=CC1)C1=CC=C(C=C1)N1C[C@@H](CC1)OC=1C(=NC=2N(C1C)N=C(N2)C)C)C N,N-dimethyl-1-[[6-[4-[(3R)-3-[(2,5,7-trimethyl-[1,2,4]triazolo[1,5-a]pyrimidin-6-yl)oxy]pyrrolidin-1-yl]phenyl]pyridazin-3-yl]methyl]azetidine-3-carboxamide